(2R)-4-amino-1-(4-(3-fluoro-2-methoxyphenyl)-3-methylpiperazin-1-yl)butan-2-ol NCC[C@H](CN1CC(N(CC1)C1=C(C(=CC=C1)F)OC)C)O